C12CN(CC(CC1)O2)CC(=O)O 2-(8-oxa-3-azabicyclo[3.2.1]oct-3-yl)acetic acid